(2R,4S)-6-(3,6-dichloropyrimido[5,4-c]pyridazin-8-yl)-6-azaspiro[3.5]nonan-2-ol ClC1=CC2=C(N=N1)C(=NC(=N2)Cl)N2CC1(CC(C1)O)CCC2